((S)-4-acryloyl-2-methylpiperazin-1-yl)-11-(2,4-difluorophenyl)-3-hydroxy-10-(trifluoromethyl)-3,4-dihydro-2H,6H-[1,4]thiazepino[2,3,4-ij]quinazolin-6-one C(C=C)(=O)N1C[C@@H](N(CC1)C1C(CN2C(N=CC3=CC(=C(C(=C23)S1)C1=C(C=C(C=C1)F)F)C(F)(F)F)=O)O)C